(6-chloropyridin-3-yl)(1-(pyridin-2-ylethynyl)-3-azabicyclo[3.1.0]hexan-3-yl)methanone ClC1=CC=C(C=N1)C(=O)N1CC2(CC2C1)C#CC1=NC=CC=C1